spiro[azetidine-3,9'-fluoren]-3'-ol C1=CC(=CC=2C3=CC=CC=C3C3(C12)CNC3)O